1-Ethyl 2,5-dimethyl-1-oxopentane-1,2,5-tricarboxylate CC(C(C(=O)OCC)=O)(CCC(C(=O)[O-])C)C(=O)[O-]